3-methyl-1-butyl anthranilate (3-methylbutyl 2-aminobenzoate) CC(CCC=1C(=C(C(=O)O)C=CC1)N)C.C(C=1C(N)=CC=CC1)(=O)OCCC(C)C